2-bromo-1-(1-methyl-2-oxabicyclo[2.2.2]octan-4-yl)ethan-1-one BrCC(=O)C12COC(CC1)(CC2)C